(6-Chlorochroman-3-yl)-[6-(5-chloro-1H-pyrazol-4-yl)-1-[(2S)-2-hydroxypropyl]pyrrolo[3,2-c]pyridin-3-yl]methanone ClC=1C=C2CC(COC2=CC1)C(=O)C1=CN(C2=C1C=NC(=C2)C=2C=NNC2Cl)C[C@H](C)O